C(C1=CC=CC=C1)C(C(=O)O)C(=O)OC 2-benzyl-3-methoxy-3-oxopropanoic acid